lead naphthoate C1(=CC=CC2=CC=CC=C12)C(=O)[O-].[Pb+2].C1(=CC=CC2=CC=CC=C12)C(=O)[O-]